tert-butyl 4-[4-(4-bromo-3-methyl-phenoxy)butyl]piperidine-1-carboxylate BrC1=C(C=C(OCCCCC2CCN(CC2)C(=O)OC(C)(C)C)C=C1)C